C(C)N([C@@H](CC(=O)O)C(N1CCCCC1)=O)C(=O)OCC1C2=CC=CC=C2C=2C=CC=CC12 (3S)-3-[ethyl-(9H-fluoren-9-ylmethoxycarbonyl)amino]-4-oxo-4-piperidin-1-yl-butyric acid